C(C1=CC=NC=C1)(=O)NN=CC1=C(C(=NC=C1CO)C)O Pyridoxal Isonicotinoyl Hydrazone